9-(4-(5-(hydroxymethyl)-1-methyl-1H-imidazol-4-yl)benzyl)-2-(2-isopropyl-phenyl)-7-methyl-7,9-dihydro-8H-purin-8-one OCC1=C(N=CN1C)C1=CC=C(CN2C3=NC(=NC=C3N(C2=O)C)C2=C(C=CC=C2)C(C)C)C=C1